butyl 4-((1r,3r)-3-((4-(3,8-diazabicyclo[3.2.1]octan-8-yl)pyridin-2-yl)oxy)cyclobutoxy)piperidine-1-carboxylate [C@H]12CNCC(CC1)N2C2=CC(=NC=C2)OC2CC(C2)OC2CCN(CC2)C(=O)OCCCC